OCC(CO)(CCO)C 2-(hydroxymethyl)-2-methylbutane-1,4-diol